(2S,4R)-1-[(2S)-2-(4-cyclopropyltriazol-1-yl)-3,3-dimethyl-butanoyl]-4-hydroxy-N-[(3R,4R)-4-hydroxy-1-isopropyl-pyrrolidin-3-yl]pyrrolidine-2-carboxamide C1(CC1)C=1N=NN(C1)[C@H](C(=O)N1[C@@H](C[C@H](C1)O)C(=O)N[C@@H]1CN(C[C@H]1O)C(C)C)C(C)(C)C